BrC1=C(C=CC2=C1CC(O2)(C(=O)N)C2=CC=CC=C2)Cl 4-Bromo-5-chloro-2-phenyl-2,3-dihydrobenzofuran-2-carboxamide